4,6-dichloro-1-methyl-2-(1-methylpiperidin-4-yl)-1H-imidazo[4,5-c]pyridine ClC1=NC(=CC2=C1N=C(N2C)C2CCN(CC2)C)Cl